OCCC(NC(CO)(CO)CO)(C(=O)O)CCO bishydroxyethyl-(Tricine)